7-(difluoromethyl)-1H-benzo[d]imidazole-2-carboxylic acid FC(C1=CC=CC2=C1NC(=N2)C(=O)O)F